3-(2-chloroethyl)-4-methoxy-1H-pyrrolo[2,3-b]pyridine ClCCC1=CNC2=NC=CC(=C21)OC